2-methyl-5-{6-[methyl(2,2,6,6-tetramethylpiperidin-4-yl)amino][1,3]thiazolo[4,5-c]pyridazin-3-yl}-2H-indazole-7-carbonitrile CN1N=C2C(=CC(=CC2=C1)C1=CC2=C(N=N1)N=C(S2)N(C2CC(NC(C2)(C)C)(C)C)C)C#N